5-butyl-N'-(2-fluoroisonicotinoyl)picolinohydrazide hydrogen chloride Cl.C(CCC)C=1C=CC(=NC1)C(=O)NNC(C1=CC(=NC=C1)F)=O